2-[2-chloro-4-[6-(difluoromethyl)-3,5-dioxo-1,2,4-triazin-2-yl]-6-methyl-phenoxy]-N-(3-hydroxycyclobutyl)-5-(methoxymethoxy)pyridine-4-sulfonamide ClC1=C(OC2=NC=C(C(=C2)S(=O)(=O)NC2CC(C2)O)OCOC)C(=CC(=C1)N1N=C(C(NC1=O)=O)C(F)F)C